C1(CCCCC1)CN1C=NC(=C1C1=NC(=NC=C1)NC(OCC1=CC=CC=C1)=O)C1=CC=C(C=C1)F Benzyl (4-(1-(cyclohexylmethyl)-4-(4-fluorophenyl)-1H-imidazol-5-yl)pyrimidin-2-yl)carbamate